ethyl 5-(((R)-1-((tert-butoxycarbonyl) amino) butan-2-yl) oxy)-1-(tetrahydro-2H-pyran-2-yl)-1H-indazole-6-carboxylate C(C)(C)(C)OC(=O)NC[C@@H](CC)OC=1C=C2C=NN(C2=CC1C(=O)OCC)C1OCCCC1